ethyl (E)-N-((2,4,6-trimethylbenzenesulfonyl)oxy)acetimidate CC1=C(C(=CC(=C1)C)C)S(=O)(=O)O/N=C(\C)/OCC